5-aminomethyl-cyclohexane NCC1CCCCC1